B(O)(O)O.C1=CC=C(C=C1)C1=CC=CC=C1 4,4'-biphenyl-boric acid